C(C)C(C(=O)O)(CC)NC(NC1=CC=CC=C1)=O 2-ethyl-2-[(phenylcarbamoyl)amino]butanoic acid